Ethyl (2Z)-2-[(3-bromophenyl)hydrazono]-2-chloro-acetate BrC=1C=C(C=CC1)N\N=C(\C(=O)OCC)/Cl